COC1=CC=C(C=C1)N(C=1C=C2OC3=C(CCCC3=CC2=CC1)C=O)C1=CC=C(C=C1)OC 6-bis(4-methoxyphenyl)amino-2,3-dihydro-1H-xanthene-4-carbaldehyde